S1C2=C(C=C1)C=1SC=CC1C2 7H-cyclopenta[1,2-B:3,4-B']dithiophene